N1N=CC=2C1=NC=NC2N[C@H](C(=O)O)CCCCCCCC2=NC=1NCCCC1C=C2 (S)-2-((1H-pyrazolo[3,4-d]pyrimidin-4-yl)amino)-9-(5,6,7,8-tetrahydro-1,8-naphthyridin-2-yl)nonanoic acid